2,3-dibromopropanethiol BrC(CS)CBr